Phenylendiamin Sulfat S(=O)(=O)(O)O.C1(=C(C=CC=C1)N)N